4,4-bis(4'-hydroxy-3'-tert-butyl-phenyl)pentanoic acid OC1=C(C=C(C=C1)C(CCC(=O)O)(C)C1=CC(=C(C=C1)O)C(C)(C)C)C(C)(C)C